N-(3,3-difluorocyclobutyl)-5-(2-((2,2,2-trifluoroethyl)amino)-7H-pyrrolo[2,3-d]pyrimidin-5-yl)pyrazolo[1,5-a]pyridine-3-carboxamide FC1(CC(C1)NC(=O)C=1C=NN2C1C=C(C=C2)C2=CNC=1N=C(N=CC12)NCC(F)(F)F)F